tert-butyl 2-((7-(6-((4-cyano-2-fluorobenzyl)oxy)pyridin-2-yl)-1,3-dihydroisobenzofuran-4-yl)methyl)-1-(2-methoxyethyl)-1H-benzo[d]imidazole-6-carboxylate C(#N)C1=CC(=C(COC2=CC=CC(=N2)C=2C=CC(=C3COCC23)CC2=NC3=C(N2CCOC)C=C(C=C3)C(=O)OC(C)(C)C)C=C1)F